4-bromo-6-methyl-7-oxo-1-((2-(trimethylsilyl)ethoxy)methyl)-6,7-dihydro-1H-pyrrolo[2,3-c]pyridine-3-carboxylate BrC=1C2=C(C(N(C1)C)=O)N(C=C2C(=O)[O-])COCC[Si](C)(C)C